CC=1N=C(C=2N(C1)C=C(N2)C=2C(OC1=CC(=CC=C1C2)N2CCN(CC2)C)=O)C 3-(6,8-dimethylimidazo[1,2-a]pyrazin-2-yl)-7-(4-methylpiperazin-1-yl)-2H-chromen-2-one